(2R,3R,4S,5S)-2-(4-Amino-5-((E)-4-methoxystyryl)-7H-pyrrolo[2,3-d]pyrimidin-7-yl)-5-((((3-methyl-5-phenylisoxazol-4-yl)methyl)thio)methyl)tetrahydrofuran-3,4-diol NC=1C2=C(N=CN1)N(C=C2\C=C\C2=CC=C(C=C2)OC)[C@@H]2O[C@@H]([C@H]([C@H]2O)O)CSCC=2C(=NOC2C2=CC=CC=C2)C